(3S,4R)-4-((2-oxabicyclo[2.2.2]octan-4-yl)methoxy)-3-amino-2-methylpentan-2-ol C12OCC(CC1)(CC2)CO[C@@H]([C@@H](C(C)(O)C)N)C